5-[4-(5-Cyano-pent-1-ynyl)-phenyl]-1-(2,4-dichloro-phenyl)-4-methyl-1H-pyrazole-3-carboxylic acid morpholin-4-ylamide N1(CCOCC1)NC(=O)C1=NN(C(=C1C)C1=CC=C(C=C1)C#CCCCC#N)C1=C(C=C(C=C1)Cl)Cl